CC=1C=C(NC2=C(C=NC=C2)S(=O)(=O)NC(=O)NC(C)C)C=CC1 1-[4-(3-methylanilino)pyridine-3-yl]sulfonyl-3-isopropyl-urea